1,2-bis(2-hydroxyethyl)hydroquinone OCCC1(O)C(C=C(O)C=C1)CCO